The molecule is a 3-oxo-5alpha-steroid that is 5alpha-dihydrotestosterone in which the hydroxy hydrogen at position 17 has been replaced by a sulfo group. It has a role as a human blood serum metabolite. It is a steroid sulfate and a 3-oxo-5alpha-steroid. It derives from a 17beta-hydroxy-5alpha-androstan-3-one. It is a conjugate acid of a 5alpha-dihydrotestosterone sulfate(1-). C[C@]12CCC(=O)C[C@@H]1CC[C@@H]3[C@@H]2CC[C@]4([C@H]3CC[C@@H]4OS(=O)(=O)O)C